4-((2-((5-fluoropyridin-3-yl)oxy)ethyl)(4-(5,6,7,8-tetrahydro-1,8-naphthyridin-2-yl)butyl)amino)butanoic acid FC=1C=C(C=NC1)OCCN(CCCC(=O)O)CCCCC1=NC=2NCCCC2C=C1